C(=O)(O)C1=C(C=C(C=C1)C=1C=NC=CC1)N1C(C2=CC=C(C=C2C1=O)C(=O)O)=O 2-(2-Carboxy-5-pyridin-3-yl-phenyl)-1,3-dioxo-2,3-dihydro-1H-isoindole-5-carboxylic acid